OCCOC1C(OCC1OCCO)C(COCCOC(CCCCCCCCCCC[Si]1(O[SiH2]O[SiH](O[Si](O[Si](O[Si](O[Si](O1)(C)C)(C)C)(C)C)(C)C)C)C)=O)OCCO decamethyl-cycloheptasiloxanedodecanoic acid 2-[2-[3,4-bis(2-hydroxyethoxy)tetrahydrofuran-2-yl]-2-(2-hydroxyethoxy)ethoxy]ethyl ester